NCC=1C=CC(=NC1)C1=C(C=C(C#N)C=C1)OC=1N(N=C(C1)C1CC1)C 4-[5-(aminomethyl)pyridin-2-yl]-3-(5-cyclopropyl-2-methylpyrazol-3-yl)oxybenzonitrile